N-(3-bromo-4-fluorophenyl)-N'-hydroxyl-4-((2-(pyrrolidin-1-ylsulfamoyl)-ethyl)amino)-1,2,5-oxadiazol-3-formamidine BrC=1C=C(C=CC1F)NC(=NO)C1=NON=C1NCCS(NN1CCCC1)(=O)=O